CN(C(\C=C\CN[C@H]1CN(CC1)C1=NC=C(C=C1)\C(=C(\CC(F)(F)F)/C1=CC=CC=C1)\C=1C=C2C(=NNC2=CC1)F)=O)C (E)-N,N-Dimethyl-4-(((R)-1-(5-((Z)-4,4,4-trifluoro-1-(3-fluoro-1H-indazol-5-yl)-2-phenylbut-1-en-1-yl)pyridin-2-yl)pyrrolidin-3-yl)amino)but-2-enamide